C12(CC3CC(CC(C1)C3)C2)CN2N=CC(=C2C)C2=C(C=3OCCNC3N=C2)C(=O)OC methyl 7-(1-(adamantan-1-ylmethyl)-5-methyl-1H-pyrazol-4-yl)-3,4-dihydro-2H-pyrido[3,2-b][1,4]oxazine-8-carboxylate